C(C)(C)N1CCN(CC1)CCNC=1C=NC2=CC=C(C=C2C1)C#CC1=NC(=CC=C1)C N-(2-(4-isopropylpiperazin-1-yl)ethyl)-6-((6-methylpyridin-2-yl)ethynyl)quinolin-3-amine